ethyl linoleate (ethyl linoleate) C(C)C(C(=O)O)CCCCCC\C=C/C\C=C/CCCCC.C(CCCCCCC\C=C/C\C=C/CCCCC)(=O)OCC